4-(4-((1R,5S)-3,8-diazabicyclo[3.2.1]octan-3-yl)-8-fluoro-2-((1-(trifluoromethyl)cyclopropyl)methoxy)quinazolin-7-yl)naphthalen-2-ol [C@H]12CN(C[C@H](CC1)N2)C2=NC(=NC1=C(C(=CC=C21)C2=CC(=CC1=CC=CC=C21)O)F)OCC2(CC2)C(F)(F)F